NOCCOCCC(=O)N[C@H](C(=O)N[C@H](C(=O)NC1=C(C=C(C(=O)N)C=C1F)F)CCCNC(=O)N)C(C)C 4-((S)-2-((S)-2-(3-(2-(aminooxy)ethoxy)propanamido)-3-methylbutanamido)-5-ureidovaleramido)-3,5-difluorobenzamide